C1(C=CCO1)=O Crotonolacton